(1R,3S,5R)-2-(2-(4-aminopyrrolo[2,1-f][1,2,4]triazin-7-yl)acetyl)-N-(6-bromo-3-methylpyridin-2-yl)-2-azabicyclo[3.1.0]hexane-3-carboxamide NC1=NC=NN2C1=CC=C2CC(=O)N2[C@@H]1C[C@@H]1C[C@H]2C(=O)NC2=NC(=CC=C2C)Br